6-chloro-N-{3-methyl-4-[(1-methyl-1,2,3-benzotriazol-5-yl)oxy]phenyl}pyrido[3,2-d]pyrimidin-4-amine ClC=1C=CC=2N=CN=C(C2N1)NC1=CC(=C(C=C1)OC1=CC2=C(N(N=N2)C)C=C1)C